1-(azetidin-3-yl)-4-methylpiperazine N1CC(C1)N1CCN(CC1)C